BrC=1N=NN(C1)CCC 4-bromo-1-propyl-1H-1,2,3-triazole